OC(CO[C@@H]1CC[C@H](CC1)NC(CN1C=NC2=C(C1=O)N(N=C2NC2=CC=C(C=C2)C(F)(F)F)C)=O)(C)C N-((trans)-4-(2-hydroxy-2-methylpropoxy)cyclohexyl)-2-(1-methyl-7-oxo-3-((4-(trifluoromethyl)phenyl)amino)-1,7-dihydro-6H-pyrazolo[4,3-d]pyrimidin-6-yl)acetamide